2-[5-Methyl-3-(trifluoromethyl)-1H-pyrazol-1-yl]-1-(4-{4-[(5R)-5-phenyl-4,5-dihydro-1,2-oxazol-3-yl]-1,3-thiazol-2-yl}piperidin-1-yl)ethanon CC1=CC(=NN1CC(=O)N1CCC(CC1)C=1SC=C(N1)C1=NO[C@H](C1)C1=CC=CC=C1)C(F)(F)F